C(=O)(O)CSCCCCOCCCCSCC(=O)O [4-(4-Carboxymethylsulfanyl-butoxy)-butylsulfanyl]-acetic acid